C1(CC1)C1=CC(=NC=2N1N=C(C2)C2=C(C=C(C=C2)N2C[C@@H](C[C@@H]2C)C(=O)N)F)C(=O)N2[C@@H](C1=CC=CC=C1CC2)C (3R,5s)-1-(4-{7-cyclopropyl-5-[(1R)-1-methyl-1,2,3,4-tetrahydroisoquinoline-2-carbonyl]pyrazolo[1,5-a]pyrimidin-2-yl}-3-fluorophenyl)-5-methylpyrrolidine-3-carboxamide